2-[4-cyclopropyl-3-(cyclopropylmethoxy)benzoyl]-L-leucinamide C1(CC1)C1=C(C=C(C(=O)[C@](N)(CC(C)C)C(=O)N)C=C1)OCC1CC1